tert-butyl (2-(2-((2-(2,6-dioxopiperidin-3-yl)-1,3-dioxoisoindolin-5-yl)amino)ethoxy)ethyl)carbamate O=C1NC(CCC1N1C(C2=CC=C(C=C2C1=O)NCCOCCNC(OC(C)(C)C)=O)=O)=O